(Z)-6-((amino(methylamino)methylene)amino)-N-(6-bromo-2,3-dihydrobenzofuran-3-yl)-N-((5-(trifluoromethyl)pyridin-2-yl)methyl)nicotinamide N/C(/NC)=N/C1=NC=C(C(=O)N(CC2=NC=C(C=C2)C(F)(F)F)C2COC3=C2C=CC(=C3)Br)C=C1